CCCCCCCCC(CCCCCCCC)OC(CCCCCCCN(CCCCCCCC(=O)OCCC(CCCC)CCCC)CCCNC1=NS(N=C1NC)=O)=O 3-butylheptyl 8-((8-(heptadecan-9-yloxy)-8-oxooctyl)(3-((4-(methylamino)-1-oxido-1,2,5-thiadiazol-3-yl)amino)propyl)amino)octanoate